benzyl 2-(9-hydroxy-1,8-dioxo-2-(2-(phenylsulfonyl)ethyl)-1,3,4,8-tetrahydro-2H-pyrazino[1,2-c]pyrimidin-6-yl)pyrrolidine-1-carboxylate OC1=C2N(C(=NC1=O)C1N(CCC1)C(=O)OCC1=CC=CC=C1)CCN(C2=O)CCS(=O)(=O)C2=CC=CC=C2